C(C)(=O)C1=CC(=C2CN(C(C2=C1)=O)C1=CC(=CC=C1)C1(CC(C1)(F)F)CC1=NN=CN1C)C(F)(F)F 6-acetyl-2-(3-(3,3-difluoro-1-((4-methyl-4H-1,2,4-triazol-3-yl)methyl)cyclobutyl)phenyl)-4-(trifluoromethyl)isoindolin-1-one